2-methyldodecane-1-ol CC(CO)CCCCCCCCCC